1,1',1''-(1,3,5-triazinane-1,3,5-triyl)tris(2-bromoethane-1-one) N1(CN(CN(C1)C(CBr)=O)C(CBr)=O)C(CBr)=O